(R)-4-(pyrrolidin-3-yloxy)-N-((8-(trifluoromethyl)quinoxalin-6-yl)methyl)pyridin-3-amine N1C[C@@H](CC1)OC1=C(C=NC=C1)NCC=1C=C2N=CC=NC2=C(C1)C(F)(F)F